N-(4-chloro-2-fluorobenzyl)-6-(piperazin-1-yl)pyridin-2-amine ClC1=CC(=C(CNC2=NC(=CC=C2)N2CCNCC2)C=C1)F